(3s,5s)-3-aminomethyl-5-(2-methoxy-phenoxy)-hexanoic acid NC[C@H](CC(=O)O)C[C@H](C)OC1=C(C=CC=C1)OC